C(#N)C1=CC(=NN1C1CCC(CC1)(F)F)C=1C(=C(C(=O)N)C=CC1I)N1CCC2(CC2)CC1 (5-cyano-1-(4,4-difluorocyclohexyl)-1H-pyrazol-3-yl)-4-iodo-2-(6-azaspiro[2.5]octan-6-yl)benzamide